2-hydrazino-6-methoxy-pyrimidine N(N)C1=NC(=CC=N1)OC